FC(C1=CC=2N(C3=CC=CC=C3SC2C=C1)CCCN1CCN(CC1)CCO)(F)F 2-(4-(3-(2-(trifluoromethyl)-10H-phenothiazin-10-yl)propyl)piperazin-1-yl)ethan-1-ol